N1=CC=NC2=CC(=CC=C12)\C=C\1/N=C(NC1=O)N[C@@H]1COCCC1 (4Z)-4-(quinoxalin-6-ylmethylene)-2-[[(3S)-tetrahydropyran-3-yl]amino]-1H-imidazol-5-one